C(C)(C)OC(=O)N1CC=2C=CC(=NC2CC1)N1C2CNCC1CC2 2-(3,8-diazabicyclo[3.2.1]oct-8-yl)-7,8-dihydro-1,6-naphthyridine-6(5H)-carboxylic acid isopropyl ester